((5-bromo-3-(2,6-difluorobenzyl)pyrazin-2-yl)amino)-2-(diethoxyphosphoryl)acetic acid tert-butyl ester C(C)(C)(C)OC(C(P(=O)(OCC)OCC)NC1=NC=C(N=C1CC1=C(C=CC=C1F)F)Br)=O